5-((cyclopropylmethyl)(methyl)amino)-2-methylbenzofuran-3-carboxylic acid C1(CC1)CN(C=1C=CC2=C(C(=C(O2)C)C(=O)O)C1)C